tert-butyldiphenyl(((3Z,6Z)-10-((tetrahydro-2H-pyran-2-yl)oxy)deca-3,6-dien-1-yl)oxy)silane C(C)(C)(C)[Si](OCC\C=C/C\C=C/CCCOC1OCCCC1)(C1=CC=CC=C1)C1=CC=CC=C1